4-(4-(3,4-dichlorophenyl)-3-butylpiperazine-1-carbonyl)quinolin-2(1H)-one ClC=1C=C(C=CC1Cl)N1C(CN(CC1)C(=O)C1=CC(NC2=CC=CC=C12)=O)CCCC